FC1=C(C=C(C=C1)C1=NC=NC2=CC(=CC=C12)N1CCOCC1)C(O)C1=NC=CN=C1OC [2-Fluoro-5-(7-morpholin-4-yl-quinazolin-4-yl)-phenyl]-(3-methoxy-pyrazin-2-yl)-methanol